(R)-1'-(8-(2-chloro-3-methoxyphenyl)-7-methylimidazo[1,2-c]pyrimidin-5-yl)-3H-spiro[benzofuran-2,4'-piperidine]-3-amine ClC1=C(C=CC=C1OC)C=1C=2N(C(=NC1C)N1CCC3(CC1)OC1=C([C@H]3N)C=CC=C1)C=CN2